C(CCCCCCC(=O)[O-])(=O)OC(C)CCCCCCCC 2-decyl octanedioate